FC=1C=C2C=CC=C(C2=CC1)OCCCC1=C(NC2=C(C=CC=C12)C=1C(=NN(C1C)C)C)C(=O)[O-] 3-{3-[(6-fluoronaphthalen-1-yl)oxy]propYl}-7-(1,3,5-trimethyl-1H-pyrazol-4-yl)-1H-indole-2-carboxylate